C(C)(C)(C)OC(N(C)[C@H](C(=O)NCC1=CC=C(C=C1)C1=CC(=C(C=C1)Cl)Cl)CCC)=O (S)-(1-(((3',4'-dichloro-[1,1'-biphenyl]-4-yl)methyl)amino)-1-oxopent-2-yl)(methyl)carbamic acid tert-butyl ester